dilauramidopropyl-butylamine C(CCCCCCCCCCC)(=O)NC(CCNCCCC)NC(CCCCCCCCCCC)=O